4-(5-(4-chloro-5-(5-methoxypyridin-3-yl)-1H-indol-2-yl)pyridin-2-yl)morpholine ClC1=C2C=C(NC2=CC=C1C=1C=NC=C(C1)OC)C=1C=CC(=NC1)N1CCOCC1